3-(carboxymethyl)Benzoic Acid C(=O)(O)CC=1C=C(C(=O)O)C=CC1